C(C)(P([O-])(=O)C)=NO acetylmethylphosphinate oxime